(R)-ethyl 5-(2-chlorophenyl)-6,7-dihydro-5H-pyrrolo[1,2-b][1,2,4]triazole-2-carboxylate ClC1=C(C=CC=C1)[C@H]1CCC=2N1N=C(N2)C(=O)OCC